9-(2-bromo-1-isopropylimidazol-4-yl)-9H-carbazole BrC=1N(C=C(N1)N1C2=CC=CC=C2C=2C=CC=CC12)C(C)C